8-chloro-6-phenyl-4H-[1,2,4]triazolo[4,3-a][1,4]benzodiazepine ClC=1C=CC2=C(C(=NCC=3N2C=NN3)C3=CC=CC=C3)C1